C1(CC1)CN1C(=CC=2C1=NC(=CC2)N(S(=O)(=O)C)C2CC2)C2=NC1=C(N2C)C(=CC(=C1)C(=O)OC)OC methyl 2-(1-(cyclopropylmethyl)-6-(N-cyclopropylmethylsulfonamido)-1H-pyrrolo[2,3-b]pyridin-2-yl)-7-methoxy-1-methyl-1H-benzo[d]imidazole-5-carboxylate